C(#N)C1=C(C=CC=C1)NC=1N=C(N=NC1C(=O)NC([2H])([2H])[2H])NC1=C(C=C2CCN(CC2=C1)C)OC 5-((2-cyanophenyl)amino)-3-((6-methoxy-2-methyl-1,2,3,4-tetrahydroisoquinolin-7-yl)amino)-N-(methyl-d3)-1,2,4-triazine-6-carboxamide